C(C1=CC=CC=C1)OC1OC(CC1)(CF)COCC1=CC=CC=C1 (benzyloxy)-5-((benzyloxy)methyl)-5-(fluoromethyl)tetrahydrofuran